FC1=CC=C(C=C1)C1=C(N=C(N1)S(=O)C)C(=O)N 5-(4-Fluorophenyl)-2-(methylsulfinyl)-1H-imidazole-4-carboxamide